N-(4-(4-amino-1-(1-isobutyrylpiperidin-4-yl)-1H-pyrazolo[3,4-d]pyrimidin-3-yl)phenyl)-6-cyano-1-cyclopropyl-5-(4-fluorophenyl)-4-oxo-1,4-dihydropyridine-3-carboxamide NC1=C2C(=NC=N1)N(N=C2C2=CC=C(C=C2)NC(=O)C2=CN(C(=C(C2=O)C2=CC=C(C=C2)F)C#N)C2CC2)C2CCN(CC2)C(C(C)C)=O